3-(2-chloro-5-(trifluoromethyl)pyrimidin-4-ylamino)propionic acid ClC1=NC=C(C(=N1)NCCC(=O)O)C(F)(F)F